4-{2-Cyclopropyl-6-[6-({[(3-methyloxetan-3-yl)methyl]amino}methyl)-1-oxo-3H-isoindol-2-yl]pyridin-4-yl}-3-(4-methyl-1,2,4-triazol-3-yl)benzonitrile C1(CC1)C1=NC(=CC(=C1)C1=C(C=C(C#N)C=C1)C1=NN=CN1C)N1C(C2=CC(=CC=C2C1)CNCC1(COC1)C)=O